ClCOC(CCCC[C@H]1SSCC1)=O Chloromethyl-(R)-5-(1,2-dithiolan-3-yl)pentanoate